N-(3,5-Dimethoxyphenyl)-2-ethynyl-5-methyl-N-(2-oxo-1-(2,2,2-trifluoroethyl)pyrrolidin-3-yl)thiazole-4-carboxamide COC=1C=C(C=C(C1)OC)N(C(=O)C=1N=C(SC1C)C#C)C1C(N(CC1)CC(F)(F)F)=O